C(C)(=O)O.CC1C(C(CC1)=O)CCCCC Methyl-3-oxo-2-pentylcyclopentane acetate